F[C@@H]([C@@H](C)[C@H]1CC[C@H]2\C(\CCC[C@]12C)=C\C(=O)OCC)CCC(C)(O[Si](CC)(CC)CC)C Ethyl 2-[(1R,3aS,7aR,E)-1-{(2S,3R)-3-fluoro-6-methyl-6-[(triethylsilyl)oxy]heptan-2-yl}-7a-methyloctahydro-4H-inden-4-ylidene]acetate